tert-Butyl (1-((4-bromo-3-fluorophenyl)amino)-4-(methylthio)-1-oxobutan-2-yl)carbamate BrC1=C(C=C(C=C1)NC(C(CCSC)NC(OC(C)(C)C)=O)=O)F